1-(4-(2-(4-chlorophenyl)propan-2-yl)phenyl)-5-methyl-1H-pyrazole-3-carboxylic acid ethyl ester C(C)OC(=O)C1=NN(C(=C1)C)C1=CC=C(C=C1)C(C)(C)C1=CC=C(C=C1)Cl